C(#N)C1=NC2=CC(=CC(=C2N=C1N1CCC(CC1)(F)F)[C@@H](C)NC1=C(C(=O)O)C=CC=C1)CC (R)-2-((1-(2-cyano-3-(4,4-difluoropiperidin-1-yl)-7-ethylquinoxalin-5-yl)ethyl)amino)benzoic acid